C1=CC=CC=2C3=CC=CC=C3C(C12)COC(=O)N[C@@H](CC1=CC=CC=C1)C(=O)NN(NC(SCC)=O)CC1=CC=CC=C1 S-ethyl 2-((((9H-fluoren-9-yl) methoxy) carbonyl)-L-phenylalanyl)-1-benzylhydrazine-1-thiocarbamate